BrC1=C(C=C(C(=O)N2CC=3N(CC2)C(N(C3C(=O)NCC3=C(C=C(C=C3)O[C@@H](C(=O)N)C)F)C3=CC=C(C=C3)OC3CC3)=O)C=C1)Cl |r| 7-(4-bromo-3-chloro-benzoyl)-2-[4-(cyclopropoxy)phenyl]-N-[[2-fluoro-4-[rac-(1R)-2-amino-1-methyl-2-oxo-ethoxy]phenyl]methyl]-3-oxo-6,8-dihydro-5H-imidazo[1,5-a]pyrazine-1-carboxamide